FC(C=1N(C(=NN1)C=1C=CC(=NC1)C=O)COCC[Si](C)(C)C)(F)F 5-(5-(trifluoromethyl)-4-((2-(trimethylsilyl)ethoxy)methyl)-4H-1,2,4-triazol-3-yl)pyridineformaldehyde